(S)-2-((((9H-fluoren-9-yl)methoxy)carbonyl)amino)-3-(4-((1s,4R)-4-(tert-butoxycarbonyl)cyclohexyl)phenyl)propanoic acid C1=CC=CC=2C3=CC=CC=C3C(C12)COC(=O)N[C@H](C(=O)O)CC1=CC=C(C=C1)C1CCC(CC1)C(=O)OC(C)(C)C